C1NCCCC2=C1C=CC=C2 2,3,4,5-tetrahydro-1H-benzo[c]azepine